(E)-6-(3-(Azetidin-3-yl)acryloyl)-4-(2-(1-ethyl-3-(trifluoromethyl)-1H-pyrazol-4-yl)phenyl)-4,5,6,7-tetrahydrothieno[2,3-c]pyridine-2-carbonitrile N1CC(C1)/C=C/C(=O)N1CC2=C(C(C1)C1=C(C=CC=C1)C=1C(=NN(C1)CC)C(F)(F)F)C=C(S2)C#N